4-n-hexyloxybenzonitrile CCCCCCOC1=CC=C(C=C1)C#N